C1(=CC=C(C=C1)B(O)O)B(O)O (1,4-phenylene)diboronic acid